Trans-9-octadecenoic acid C(CCCCCCC\C=C\CCCCCCCC)(=O)O